CC=1C=CC2=C(SC(C2)C(=O)NC=2SC=C(N2)C2=NC=CC=C2)C1 6-methyl-N-(4-(pyridin-2-yl)thiazol-2-yl)-2,3-dihydrobenzo[b]thiophene-2-carboxamide